3-(trifluoromethyl)piperazine-1-sulfonamide FC(C1CN(CCN1)S(=O)(=O)N)(F)F